perfluoro propyl-vinyl ether C(CC)C=COF